O[C@@H](COC1=[N+](C2=CC(=CC=C2C=C1)C1=CC=NN1C1OCCCC1)[O-])CN1CCOCC1 ((R)-2-hydroxy-3-morpholinopropoxy)-7-(1-(tetrahydro-2H-pyran-2-yl)-1H-pyrazol-5-yl)quinoline 1-oxide